NC1=C(C=CC=C1)NC(=O)C1=CC=C(C=C1)CNC(OCC=1C=NC=CC1)=O (pyridin-3-yl)methyl N-({4-[(2-aminophenyl)carbamoyl]phenyl}methyl)carbamate